O=C1NC(CCC1N(C=1C=C(C=CC1)N1CCC(CC1)NC(OC(C)(C)C)=O)C)=O tert-butyl N-[1-[3-[(2,6-dioxo-3-piperidyl)-methyl-amino]phenyl]-4-piperidyl]carbamate